Lithium (Z)-4-tert-butoxy-1-(furan-2-yl)-3,4-dioxobut-1-en-1-olate C(C)(C)(C)OC(C(\C=C(/[O-])\C=1OC=CC1)=O)=O.[Li+]